4-isobutyl-2-(4-piperidinyl)benzonitrile hydrochloride Cl.C(C(C)C)C1=CC(=C(C#N)C=C1)C1CCNCC1